BrC=1C(=NC(=C(C(=O)OC)C1)NC(C)(C)C)C methyl 5-bromo-2-(tert-butylamino)-6-methylnicotinate